5-[1-[4-[(3R,5R)-5-[(5-bromo-1-methyl-6-oxo-pyridazin-4-yl)amino]-1-methyl-3-piperidyl]benzoyl]azetidin-3-yl]-2-(2,6-dioxo-3-piperidyl)isoindoline-1,3-dione BrC1=C(C=NN(C1=O)C)N[C@@H]1C[C@@H](CN(C1)C)C1=CC=C(C(=O)N2CC(C2)C=2C=C3C(N(C(C3=CC2)=O)C2C(NC(CC2)=O)=O)=O)C=C1